C(C)(C)(C)OC(=O)O[C@@H]1[C@H]([C@H](N(C1)C(=O)OC(C)(C)C)CC1=CC=C(C=C1)OC)OC(=O)NNC(CC)=O tert-butyl (2R,3S,4S)-4-[(tert-butoxycarbonyl)oxy]-2-[(4-methoxyphenyl)methyl]-3-[(N'-propanoylhydrazinecarbonyl) oxy]pyrrolidine-1-carboxylate